ClC=1C=C2C=CC(=CC2=CC1)/C(=C/CN1CCN(CC1)C(=O)NC1=CC=C(C=C1)F)/CC (E)-4-(3-(6-chloronaphthalen-2-yl)pent-2-en-1-yl)-N-(4-fluorophenyl)piperazine-1-carboxamide